C1=CC(=C(N=C1)Cl)C(=O)NC2=C(C=C(C=C2)F)F 2-chloro-N-(2,4-difluorophenyl)nicotinamide